[Cl-].[Cl-].C(C1=CC=CC=C1)C(CC1=CC=CC=C1)=[Zr+2](C1=C(C(=CC=2C3=CC(=C(C=C3CC12)C(C)(C)C)C(C)(C)C)C(C)(C)C)C(C)(C)C)C1C=CC=C1 dibenzylmethylene(cyclopentadienyl)(2,3,6,7-tetra-tert-butylfluorenyl)zirconium dichloride